5-((diethoxyphosphoryl)methyl)benzo[b]thiophene-2-carboxylic acid benzyl ester C(C1=CC=CC=C1)OC(=O)C1=CC2=C(S1)C=CC(=C2)CP(=O)(OCC)OCC